ClC=1SC(=CN1)[C@H]1[C@@H](C1)N trans-2-(2-chlorothiazol-5-yl)cyclopropylamine